1,4-dimethyl-1,2,4-triazolidine-3,5-dione CN1NC(N(C1=O)C)=O